(2-fluoro-ethyl)-methyl-amine hydrochloride Cl.FCCNC